(R)-N4-(3-(6-Methoxypyridin-3-yl)-1-methyl-1H-pyrazol-5-yl)-2-methyl-N1-((S)-11-oxo-2,3,10,11-tetrahydro-1H,5H-benzo[d]pyrazolo[1,2-a][1,2]diazepin-10-yl)succinamid COC1=CC=C(C=N1)C1=NN(C(=C1)NC(C[C@H](C(=O)N[C@H]1C2=C(CN3N(C1=O)CCC3)C=CC=C2)C)=O)C